COC1=CC=C(CN2S(CCC2)(=O)=O)C=C1 2-(4-methoxybenzyl)isothiazolidine 1,1-dioxide